(S)-4-amino-N-((1-ethylpyrrolidin-2-yl)methyl)-5-(ethylsulfonyl)-2-methoxybenzamide (2R,3R)-bis((4-methylbenzoyl)oxy)succinic acid salt CC1=CC=C(C(=O)O[C@H]([C@H](C(=O)O)OC(C2=CC=C(C=C2)C)=O)C(=O)O)C=C1.NC1=CC(=C(C(=O)NC[C@H]2N(CCC2)CC)C=C1S(=O)(=O)CC)OC